(2-((6-oxo-5-(trifluoromethyl)-1,6-dihydropyridazin-4-yl)amino)propoxy)acetamide (S)-methyl-2-amino-3-(3-((R)-2,3-dihydro-1H-inden-1-yl)ureido)propanoate COC([C@H](CNC(=O)N[C@@H]1CCC2=CC=CC=C12)N)=O.O=C1C(=C(C=NN1)NC(COCC(=O)N)C)C(F)(F)F